O[C@@]1([C@@H](CC[C@H](C1)C)C(C)C)C(=O)NC[C@H](C1=CC(=CC=C1)CO)O (1S,2S,5R)-1-hydroxy-N-((2S)-hydroxy-2-(3-(hydroxymethyl)phenyl)ethyl)-2-isopropyl-5-methylcyclohexane-1-carboxamide